5-[4-[2-(Dimethylamino)-2-oxo-ethyl]piperazin-1-yl]-2-methyl-N-[(1R)-1-[3-(1-methylpyrazol-4-yl)phenyl]ethyl]benzamide CN(C(CN1CCN(CC1)C=1C=CC(=C(C(=O)N[C@H](C)C2=CC(=CC=C2)C=2C=NN(C2)C)C1)C)=O)C